2-(1,3-Benzodioxol-5-yl)-7-[(3-chlorophenyl)methoxy]-3,5-dihydroxychromen O1COC2=C1C=CC(=C2)C2OC1=CC(=CC(=C1C=C2O)O)OCC2=CC(=CC=C2)Cl